(E)-3,7-dimethylocta-2,6-dien-1-yl butanoate (GERANYL BUTYRATE) C(\C=C(/C)\CCC=C(C)C)C(C(=O)O)CC.C(CCC)(=O)OC\C=C(\CCC=C(C)C)/C